2-(2-(methylthio)ethyl)-1,3-diazaspiro-[4.4]non-1-ene CSCCC1=NC2(CN1)CCCC2